2-[4-fluoro-1-oxo-6-(4-piperazin-1-ylphenyl)isoindolin-2-yl]-N-Thiazol-2-yl-acetamide FC1=C2CN(C(C2=CC(=C1)C1=CC=C(C=C1)N1CCNCC1)=O)CC(=O)NC=1SC=CN1